FC1=C(C(=O)N[C@H](C(=O)O)CC2=C3C=CC=NC3=C(C(=C2)F)C2=C(C=C(C=C2OC)COCC)OC)C(=CC=C1)F (S)-2-(2,6-difluorobenzoylamino)-3-(8-(4-(ethoxymethyl)-2,6-dimethoxyphenyl)-7-fluoroquinolin-5-yl)propionic acid